The molecule is a penicilloate anion that is the conjugate base of benzylpenicilloic acid arising from zwitterion formation and deprotonation of the remaining carboxy group. It is a conjugate base of a benzylpenicilloic acid. CC1([C@@H]([NH2+][C@H](S1)[C@@H](C(=O)[O-])NC(=O)CC2=CC=CC=C2)C(=O)[O-])C